N-((6S,7S)-6-([1,1'-biphenyl]-3-ylmethyl)-5-((S)-3,3-difluoro-2-hydroxypropanoyl)-5-azaspiro[2.4]heptan-7-yl)methanesulfonamide C1(=CC(=CC=C1)C[C@@H]1N(CC2(CC2)[C@@H]1NS(=O)(=O)C)C([C@@H](C(F)F)O)=O)C1=CC=CC=C1